OC1(CC1)C(=O)N[C@H](C(=O)N1[C@@H]([C@H]2C([C@H]2C1)(C)C)C(=O)OC)C(C)(C)C methyl (1R,2S,5S)-3-((S)-2-(1-hydroxycyclopropane-1-carboxamido)-3,3-dimethylbutanoyl)-6,6-dimethyl-3-azabicyclo[3.1.0]hexane-2-carboxylate